cobalt(III) iodide [Co](I)(I)I